butyl 2-(formyloxy)propanoate C(=O)OC(C(=O)OCCCC)C